4,4'-Di-tert-butyl-1,1'-biphenyl C(C)(C)(C)C1=CC=C(C=C1)C1=CC=C(C=C1)C(C)(C)C